COC1=CC=C(C=C1)CN(C1=C(C=C(C(=N1)CC(C(=O)OCC)=O)[N+](=O)[O-])Br)CC1=CC=C(C=C1)OC ethyl 3-(6-(bis[(4-methoxyphenyl)methyl]amino)-5-bromo-3-nitropyridin-2-yl)-2-oxopropanoate